N,N-bis(2-hydroxyethyl)adipamide OCCN(C(CCCCC(=O)N)=O)CCO